2-(4-{2-nitro-4-[(phenylamino)methyl]phenyl}piperazin-1-yl)ethan-1-ol zinc-silver [Ag].[Zn].[N+](=O)([O-])C1=C(C=CC(=C1)CNC1=CC=CC=C1)N1CCN(CC1)CCO